2,6-dibenzyloxy-3-[4-[4-[2-(1,4-dioxaspiro[4.5]decan-8-yl)ethyl]-1-piperidyl]phenyl]pyridine C(C1=CC=CC=C1)OC1=NC(=CC=C1C1=CC=C(C=C1)N1CCC(CC1)CCC1CCC2(OCCO2)CC1)OCC1=CC=CC=C1